C(CCCCC)C(C(=O)OCCCCCCN(CCCCCCOC(C(CCCCCCCC)CCCCCC)=O)C(CO)(C)C)CCCCCCCC ((1-hydroxy-2-methylpropan-2-yl)azanediyl)bis(hexane-6,1-diyl) bis(2-hexyldecanoate)